5-(5-Isopentyl-1H-1,2,4-triazol-3-yl)-N-isopropyl-2-(thiazol-5-yl)thieno[2,3-b]pyridin-4-amin C(CC(C)C)C1=NC(=NN1)C1=C(C2=C(N=C1)SC(=C2)C2=CN=CS2)NC(C)C